N1(CCCC1)CCOC1=CC=C(C=C1)C1(NNC(=N1)N)N 3-(4-(2-pyrrolidin-1-ylethoxy)phenyl)-1H-1,2,4-triazole-3,5-diamine